5-fluoro-1-methyl-1H-indazol-4-amine FC1=C(C=2C=NN(C2C=C1)C)N